9-hydroxy-6-oxo-benzofurano[3,2-c]chromen OC1=CC2=C(C=C1)C=1C(OC3=CC=CC=C3C1O2)=O